3-hydroxy-4H-pyran-4-one OC1=COC=CC1=O